FC=1C=CC=C2C(=CC=NC12)N1CCN(CC1)C(=O)C1CNCC1 (4-(8-fluoroquinolin-4-yl)piperazin-1-yl)(pyrrolidin-3-yl)methanone